C1(CCCCC1)C1=CC=C(N=N1)CN(C(=O)[C@@H]1N(CC1)S(=O)(=O)C1=C(C(=C(C(=C1F)F)F)F)F)C1=CC(=C(C(=O)O)C=C1)O (R)-4-(N-((6-cyclohexylpyridazin-3-yl)methyl)-1-((perfluorophenyl)sulfonyl)azetidine-2-carboxamido)-2-hydroxybenzoic acid